(5-(1-isopropylpyrrolidine-3-carboxamido)-2-methylpyridin-3-yl)-2-(1-(2-methoxyethyl)-1H-pyrazol-4-yl)pyrazolo[5,1-b]thiazole-7-carboxamide C(C)(C)N1CC(CC1)C(=O)NC=1C=C(C(=NC1)C)C=1N2C(SC1C=1C=NN(C1)CCOC)=C(C=N2)C(=O)N